OC1CC(CC1)CNC(C)=O N-[(3-hydroxy-cyclopentyl)-methyl]-acetamide